C1(CC1)C(=O)N1C[C@H](CCC1)NC1=NC=CC=C1 2-(((S)-1-(cyclopropanecarbonyl)piperidin-3-yl)amino)pyridine